(S)-2-amino-3-(3-cyclopentyl-4-hydroxyphenyl)-propionic acid N[C@H](C(=O)O)CC1=CC(=C(C=C1)O)C1CCCC1